4-(phenylamino)morpholin-3-one C1(=CC=CC=C1)NN1C(COCC1)=O